COC(=O)C1=NC=CC(=C1)C1CC1 4-Cyclopropylpyridine-2-carboxylic acid methyl ester